N1CCC=2C1=NC=CC2 dihydro-1H-pyrrolo[2,3-b]pyridin